[Cl-].C(CC)[N+]1=CC(=CC=C1)CCC 1,3-dipropylpyridinium chloride